ClC=1C=CC(=C(C1)CC(CC(=O)OC)=O)[N+](=O)[O-] Methyl 4-(5-chloro-2-nitrophenyl)-3-oxobutanoate